(S)-2-((tert-Butoxycarbonyl)amino)-4-((methoxycarbonyl)amino)butanoic acid C(C)(C)(C)OC(=O)N[C@H](C(=O)O)CCNC(=O)OC